tert-butyl (R)-3-(ethylamino)pyrrolidine-1-carboxylate C(C)N[C@H]1CN(CC1)C(=O)OC(C)(C)C